3-cyano-N-(3,3-difluorocyclobutyl)-2-tetrahydrofuran-3-yl-pyrazolo[1,5-a]pyrimidine-7-carboxamide C(#N)C=1C(=NN2C1N=CC=C2C(=O)NC2CC(C2)(F)F)C2COCC2